C(#N)C1=CC=C2C(=C1)C(N(C(C21CCNCC1)=O)CCNNS(=O)(=O)N)C1CCC(CC1)C(C)C N-(2-(7-cyano-1-((1s,4s)-4-isopropylcyclohexyl)-3-oxo-1H-spiro[isoquinoline-4,4-piperidin]-2(3H)-yl)ethyl)aminosulfamide